((2R,3S,4R,5R)-5-(4-aminopyrrolo[2,1-f][1,2,4]triazin-7-yl)-5-cyano-3,4-dihydroxytetrahydrofuran-2-yl)methyl ((R)-2-(benzyloxy)-3-(((Z)-octadec-9-en-1-yl)oxy)propyl) hydrogen phosphate P(=O)(OC[C@H]1O[C@@]([C@@H]([C@@H]1O)O)(C#N)C1=CC=C2C(=NC=NN21)N)(OC[C@@H](COCCCCCCCC\C=C/CCCCCCCC)OCC2=CC=CC=C2)O